C(C)(C)(C)N1[C@H]2C(C([C@@H]([C@@H]1CC)C2)=CN(C)C)=O (1R,3S,4S)-2-tert-butyl-3-ethyl-5-((dimethylamino)methylene)-6-oxo-2-azabicyclo[2.2.1]heptane